2,4-Dimethyloctan CC(C)CC(CCCC)C